ethyl 2-[4-bromo-2-[(E)-3-[2-[(6-bromo-2-pyridyl)oxymethyl]-5-cyano-phenyl]prop-1-enyl]phenyl]acetate BrC1=CC(=C(C=C1)CC(=O)OCC)\C=C\CC1=C(C=CC(=C1)C#N)COC1=NC(=CC=C1)Br